BrC=1C(=NN2C1CN(CCC2)C(=O)OC(C)(C)C)C(=O)OCC 5-(tert-butyl) 2-ethyl 3-bromo-7,8-dihydro-4H-pyrazolo[1,5-a][1,4]diazepine-2,5(6H)-dicarboxylate